5-([1,2,4]Triazolo[1,5-a]pyridin-6-yl)-N-(4-(4-acetylpiperazin-1-yl)phenyl)-1-(6-methylpyridin-2-yl)-1H-pyrazol-3-carboxyamid N=1C=NN2C1C=CC(=C2)C2=CC(=NN2C2=NC(=CC=C2)C)CC(=O)NC2=CC=C(C=C2)N2CCN(CC2)C(C)=O